ClC=1C(=NN(C1C)C=1C=C(C(=O)NC2=CC3=C(N=C(O3)C)C=C2F)C=CC1)C(F)(F)F 3-[4-chloro-5-methyl-3-(trifluoromethyl)pyrazol-1-yl]-N-(5-fluoro-2-methyl-1,3-benzoxazol-6-yl)benzamide